Br(=O)(=O)O.CC1(CC(=NO1)NC(=S)N)C 5,5-dimethyl-4,5-dihydroisoxazol-3-yl-thiourea bromate